C(C)(=O)NC=1C=C(C=CC1C(NC=1SC(=C(N1)C)[N+](=O)[O-])=O)NCCOCCOCCOCCOCCOCCNCCCONC(C1=C(C(=C(C=C1)F)F)NC1=C(C=C(C=C1)I)F)=O N-((1-((3-acetamido-4-((4-methyl-5-nitrothiazol-2-yl)carbamoyl)phenyl)amino)-3,6,9,12,15-pentaoxa-18-azahenicosan-21-yl)oxy)-3,4-difluoro-2-((2-fluoro-4-iodophenyl)amino)benzamide